(6aR)-8-acryloyl-1-(3-hydroxy-2,2-dimethylpyrrolidin-1-yl)-4-chloro-3-(2-fluoro-6-hydroxyphenyl)-6,6a,7,8,9,10-hexahydro-12H-pyrazino[2,1-c]pyrido[3,4-f][1,4]oxazepin-12-one C(C=C)(=O)N1C[C@@H]2COC3=C(C(N2CC1)=O)C(=NC(=C3Cl)C3=C(C=CC=C3O)F)N3C(C(CC3)O)(C)C